C(C)OC(=O)C1(N(C[C@H](CC1)O[Si](C)(C)C(C)(C)C)C(C)=O)C(=O)OCC (5S)-1-acetyl-5-tert-butyldimethylsilyloxy-piperidine-2,2-dicarboxylic acid diethyl ester